(E)-4-(((E)-3-(4-acetoxy-3-methoxyphenyl)acryloyl)oxy)-3-methylbenzyl-3-(4-acetoxy-3-Methoxyphenyl)acrylate C(C)(=O)OC1=C(C=C(C=C1)/C=C/C(=O)OC1=C(C=C(COC(\C=C\C2=CC(=C(C=C2)OC(C)=O)OC)=O)C=C1)C)OC